FC(C(=O)NC1=C(C=C(C=C1)OC(F)(F)F)C)(F)F 2,2,2-trifluoro-N-(2-methyl-4-(trifluoromethoxy)phenyl)-acetamide